ethyl 2-[4-(benzyloxymethyl)cyclohexyl]-6-[[6-(trifluoromethyl)pyridine-2-carbonyl] amino]imidazo[1,2-a]pyridine-7-carboxylate C(C1=CC=CC=C1)OCC1CCC(CC1)C=1N=C2N(C=C(C(=C2)C(=O)OCC)NC(=O)C2=NC(=CC=C2)C(F)(F)F)C1